[(2S)-2,3-dihydro-2,8-dimethyl-4H-1,4-benzoxazin-4-yl][4-[3-(1-methylethyl)-1H-1,2,4-triazol-1-yl]-2-pyrimidinyl]methanone C[C@@H]1OC2=C(N(C1)C(=O)C1=NC=CC(=N1)N1N=C(N=C1)C(C)C)C=CC=C2C